4-[4-[[2-methyl-5-[(1S,2S,3S,4R,5S)-2,3,4-trihydroxy-1-(1-hydroxy-1-methyl-ethyl)-6,8-dioxabicyclo[3.2.1]octan-5-yl]phenyl]methyl]phenyl]butyric acid CC1=C(C=C(C=C1)[C@]12[C@@H]([C@H]([C@@H]([C@](CO1)(O2)C(C)(C)O)O)O)O)CC2=CC=C(C=C2)CCCC(=O)O